(2S,5'R)-7-chloro-4-(difluoromethoxy)-6-hydroxy-3'-methoxy-5'-methyl-spiro[benzofuran-2,4'-cyclohex-2-ene]-1',3-dione ClC1=C(C=C(C=2C([C@]3(C(=CC(C[C@H]3C)=O)OC)OC21)=O)OC(F)F)O